FC1=NNC=2C=CC3=C(C12)CCCC(=C3C3=CC=C(C=C3)N3CCC(CC3)C=O)C(F)(F)F 1-(4-(1-fluoro-7-(trifluoromethyl)-3,8,9,10-tetrahydrocyclohepta[e]indazol-6-yl)phenyl)piperidine-4-carbaldehyde